benzyl-(3-hydroxypropyl)-dimethyl-ammonium iodide [I-].C(C1=CC=CC=C1)[N+](C)(C)CCCO